1-(tert-butyloxycarbonyl)piperidine-4-carboxylic acid C(C)(C)(C)OC(=O)N1CCC(CC1)C(=O)O